methyl 3-[4-[[(2S,4R)-4-methoxy-1-methyl-pyrrolidin-2-yl]methoxy]anilino]-5-methyl-6-(1-methylbenzimidazol-4-yl)pyrazine-2-carboxylate CO[C@@H]1C[C@H](N(C1)C)COC1=CC=C(NC=2C(=NC(=C(N2)C)C2=CC=CC=3N(C=NC32)C)C(=O)OC)C=C1